FC(C(=O)O)(F)F.N1CCC(CC1)OC=1C=NC=CC1 3-(piperidin-4-yloxy)pyridine 2,2,2-trifluoroacetate